NC1=NC=2CCCC(C2C=C1)NC(CC)=O (2S)-1-((2-amino-5,6,7,8-tetrahydroquinolin-5-yl)amino)-1-oxopropane